FC1=CC(=C(N)C=C1F)OC1(CC1)C 4,5-difluoro-2-(1-methylcyclopropyloxy)aniline